C1(CC1)N1C=C(C2=CC=CC=C12)C1=NC(=NC=C1C=1C=NC=CC1)NC=1C(=CC(=C(C1)NC(C=C)=O)N(CC1N(CCC1)C)C)OC N-(5-((4-(1-Cyclopropyl-1H-indol-3-yl)-5-(pyridin-3-yl)pyrimidin-2-yl)amino)-4-methoxy-2-(methyl((1-methylpyrrolidin-2-yl)methyl)amino)phenyl)acrylamide